1-(tert-butyl)-3-(3-((4-fluorobenzyl)oxy)-4-nitrophenyl)-5-((6-(trifluoromethyl)pyridin-2-yl)amino)-1H-pyrazole-4-carbonitrile C(C)(C)(C)N1N=C(C(=C1NC1=NC(=CC=C1)C(F)(F)F)C#N)C1=CC(=C(C=C1)[N+](=O)[O-])OCC1=CC=C(C=C1)F